5-bromo-7-chloro-6-fluoro-1-((2-(trimethylsilyl)ethoxy)methyl)-1H-benzo[d][1,2,3]Triazole BrC1=CC2=C(N(N=N2)COCC[Si](C)(C)C)C(=C1F)Cl